ClC=1C=C(C=C(C1)Cl)C1=NOC2(C1CCO2)C(=O)OC methyl 3-(3,5-dichloro-phenyl)-4,5-dihydro-3aH-furo[3,2-d]isoxazole-6a-carboxylate